ClC1=C(C[C@H](N)C(=O)O)C=CC=C1 2-chlorophenylalanin